C(C)(C)(C)OC(N(C1CNC1)C)=O methyl-azetidin-3-yl-carbamic acid tert-butyl ester